CC1=C(C(=C(C1(C)[Mn]C1(C(=C(C(=C1C)C)C)C)C)C)C)C bis(pentamethylcyclopentadienyl)manganese